CC(CN1N=CC(=C1)C=1C(=NC(=CC1)OC(F)(F)F)C1=CC=2N(C=C1)C=CN2)(C)C 7-{3-[1-(2,2-dimethylpropyl)-1H-pyrazol-4-yl]-6-(trifluoromethoxy)pyridin-2-yl}imidazo[1,2-a]pyridine